3-cyclopropyl-6-(4-cyclopropyl-6-methoxypyrimidin-5-yl)-N-(4-(1-isopropyl-4-(trifluoromethyl)-1H-imidazol-2-yl)benzyl)pyridazin-4-amine C1(CC1)C=1N=NC(=CC1NCC1=CC=C(C=C1)C=1N(C=C(N1)C(F)(F)F)C(C)C)C=1C(=NC=NC1OC)C1CC1